3-(4-chlorobenzyl)-4-cyclohexylmorpholine ClC1=CC=C(CC2N(CCOC2)C2CCCCC2)C=C1